(S)-3-(S-(difluoromethyl)sulfonimidoyl)benzoic acid FC([S@](=O)(=N)C=1C=C(C(=O)O)C=CC1)F